Aluminum Ethyl Chloride C(C)Cl.[Al]